((4r,5s,7r,8r,9s,10r)-8,10-dihydroxy-7-(hydroxymethyl)-9-(4-(3,4,5-trifluorophenyl)-1H-1,2,3-triazol-1-yl)-1,6-dioxaspiro[4.5]dec-4-yl)benzofuran-4-carboxamide O[C@H]1[C@H](O[C@@]2([C@H](CCO2)C=2OC=3C(C2)=C(C=CC3)C(=O)N)[C@@H]([C@H]1N1N=NC(=C1)C1=CC(=C(C(=C1)F)F)F)O)CO